(2'S,7R)-2-chloro-1'-[(2-fluorophenyl)methyl]-2'-methyl-spiro[4,5-dihydrothieno[2,3-c]pyran-7,4'-piperidine] ClC1=CC2=C(S1)[C@@]1(C[C@@H](N(CC1)CC1=C(C=CC=C1)F)C)OCC2